C1(=CC=CC=C1)C(C1=CC=CC2=CC=CC=C12)C1=CC=CC=C1 diphenyl-α-naphthylmethane